laurylarsine C(CCCCCCCCCCC)[AsH2]